N1(CCC2(CC1)OCC1=CC=CC=C12)CCCC(C(=O)O)(CCCCB(O)O)N 2-(3-(3H-spiro[isobenzofuran-1,4'-piperidin]-1'-yl)propyl)-2-amino-6-boronohexanoic acid